COC1=CC=C(C=C1)C1=NN(C(C=C1)=O)CC(=O)NCC=1N(C=CN1)C 2-(3-(4-methoxyphenyl)-6-oxopyridazin-1(6H)-yl)-N-((1-methyl-1H-imidazol-2-yl)methyl)acetamide